C1(CCC1)CC1=NC(=NO1)NCC1=C(SC(=C1)F)C1=CC=C(C(=N1)C)O[C@@H]1C[C@H](CCC1)C(=O)O (1S,3S)-3-((6-(3-(((5-(cyclobutylmethyl)-1,2,4-oxadiazol-3-yl)amino)Methyl)-5-fluorothiophen-2-yl)-2-methylpyridin-3-yl)oxy)cyclohexanecarboxylic acid